CN(C(C(F)(F)F)=O)CC12CNCC(CC1)N2C(=O)[O-] 1-[[methyl-(2,2,2-trifluoroacetyl)amino]methyl]-3,8-diazabicyclo[3.2.1]octane-8-carboxylate